BrC=1N=C(SC1)N1[C@H]2CC(C[C@@H]1CC2)OCC=2C(=NOC2C2CC2)C2=C(C=CC=C2Cl)Cl 4-((((1R,3r,5S)-8-(4-bromothiazol-2-yl)-8-azabicyclo[3.2.1]oct-3-yl)oxy)methyl)-5-cyclopropyl-3-(2,6-dichlorophenyl)isoxazole